3-(1H-benzo[d]imidazol-2-yl)-5-fluoro-2-methylaniline N1C(=NC2=C1C=CC=C2)C=2C(=C(N)C=C(C2)F)C